2'-O-tert-Butyldimethylsilyl-3',4'-didehydro-3'-deoxy-4-N-(4,4'-dimethoxytrityl)cytidine [Si](C)(C)(C(C)(C)C)O[C@H]1[C@@H](OC(=C1)CO)N1C(=O)N=C(NC(C2=CC=C(C=C2)OC)(C2=CC=C(C=C2)OC)C2=CC=CC=C2)C=C1